1-(4-methoxybenzenesulfonyl)cyclohexane-1-carboxylic acid COC1=CC=C(C=C1)S(=O)(=O)C1(CCCCC1)C(=O)O